N,N-diethyl-(3-hydroxy)aniline C(C)N(C1=CC(=CC=C1)O)CC